5-(4,4,5,5-tetramethyl-1,3,2-dioxaborolan-2-yl)-2-(1,3,3-trimethylpiperidin-4-yl)benzo[d]thiazole CC1(OB(OC1(C)C)C=1C=CC2=C(N=C(S2)C2C(CN(CC2)C)(C)C)C1)C